tert-butyl 3-(3-cyano-6-(4,4,5,5-tetramethyl-1,3,2-dioxaborolan-2-yl) pyrazolo[1,5-a]pyridin-4-yl)-2,5-dihydro-1H-pyrrole-1-carboxylate C(#N)C=1C=NN2C1C(=CC(=C2)B2OC(C(O2)(C)C)(C)C)C=2CN(CC2)C(=O)OC(C)(C)C